CC1(CCC1)O methylcyclobutane-1-ol